C(C)C1(C2=CC=CC=C2C=2C=CC(=CC12)C(C(C)=NO)=O)CC 1-(9,9-diethyl-9H-fluoren-2-yl)-1,2-propanedione-2-oxime